(4-bromophenyl)-diphenylphosphine oxide BrC1=CC=C(C=C1)P(C1=CC=CC=C1)(C1=CC=CC=C1)=O